BrC1=CC(=C(C=C1)CN1N=NC2=C1C=CC=C2)Cl N-[(4-bromo-2-chlorophenyl)methyl]-1H-benzotriazole